Cl.C(C1=CC=CC=C1)C1=CC=C2C(=N1)N(CC2(C)C)C(CN2[C@H](CN[C@@H](C2)C)COC)=O 1-(6-Benzyl-3,3-dimethyl-2,3-dihydro-pyrrolo[2,3-b]pyridin-1-yl)-2-((2R,5R)-2-methoxymethyl-5-methyl-piperazin-1-yl)-ethanone Hydrochloride